3-(5-(1-chloro-4-ethoxyisoquinolin-3-yl)-1-oxoisoindolin-2-yl)piperidine-2,6-dione ClC1=NC(=C(C2=CC=CC=C12)OCC)C=1C=C2CN(C(C2=CC1)=O)C1C(NC(CC1)=O)=O